(Z)-9-((9-bromo-1-(((Z)-non-6-en-1-yl)oxy)nonyl)oxy)non-3-ene BrCCCCCCCCC(OCCCCC\C=C/CC)OCCCCC\C=C/CC